(S)-ethyl 8-(2-amino-6-((R)-2,2,2-trifluoro-1-(4-(1-oxo-1,2,3,4-tetrahydroisoquinolin-6-yl)phenyl)ethoxy)pyrimidin-4-yl)-2,8-diazaspiro[4.5]decane-3-carboxylate NC1=NC(=CC(=N1)N1CCC2(C[C@H](NC2)C(=O)OCC)CC1)O[C@@H](C(F)(F)F)C1=CC=C(C=C1)C=1C=C2CCNC(C2=CC1)=O